C1(=CC=CC=C1)C1CCC2=NNN=C21 4-phenyl-2,4,5,6-tetrahydrocyclopenta[d][1,2,3]triazole